Azinan N1CCCCC1